C(C)(C)(C1=CC=CC=C1)OOC(C)(C)C tert-Butyl Cumyl Peroxid